C(C)N1C2=CC=CC=C2C=2C=C(C=CC12)C=CC1=CC=C(C=C1)C1=CC=C(C=C1)C=CC=1C=CC=2N(C3=CC=CC=C3C2C1)CC 4,4'-bis(2-(9-ethyl-9H-carbazol-3-yl)vinyl)-1,1'-biphenyl